NC1=C(C(=O)O)C=CC=C1F.[S].[Ge].[Ag] silver-germanium sulfur 2-Amino-3-fluorobenzoic acid